2-((2R,5S)-5-methyl-2-(2-(4-methylpiperazin-1-yl)benzo[d]thiazol-5-yl)piperidin-1-yl)-2-oxo-N-(1H-pyrazolo[4,3-c]pyridin-7-yl)acetamide C[C@H]1CC[C@@H](N(C1)C(C(=O)NC=1C2=C(C=NC1)C=NN2)=O)C=2C=CC1=C(N=C(S1)N1CCN(CC1)C)C2